Cl.FC=1C=C(C=CC1)[C@H](O)C12CCC(CC1)(N2)COC (S)-(3-Fluorophenyl)(4-(methoxymethyl)-7-azabicyclo[2.2.1]heptan-1-yl)methanol hydrochloride